S(=O)(=O)(O)O.C(C=C)(=O)NCC acrylamidoethane hydrogensulfate